tert-butyl (3H-imidazo[4,5-b]pyridin-3-yl)carbamate N1=CN(C2=NC=CC=C21)NC(OC(C)(C)C)=O